C1(=CC=CC=C1)CCC(C)O 4-Phenyl-2-butanol